tert-butyl 4-((7-(4-((4-(2-(3-chloro-5-cyanophenyl)propan-2-yl)phenoxy)methyl)pyrimidin-2-yl)-2,7-diazaspiro[3.5]nonan-2-yl)methyl)piperidine-1-carboxylate ClC=1C=C(C=C(C1)C#N)C(C)(C)C1=CC=C(OCC2=NC(=NC=C2)N2CCC3(CN(C3)CC3CCN(CC3)C(=O)OC(C)(C)C)CC2)C=C1